OCC(C)(C)NC(=O)C=1C=2C[C@@H]3[C@H](C2N(N1)C1=NC=CC=C1)C3 (1aR,5aR)-2-Pyridin-2-yl-1a,2,5,5a-tetrahydro-1H-2,3-diaza-cyclopropa[a]pentalene-4-carboxylic acid (2-hydroxy-1,1-dimethyl-ethyl)-amide